C(C)(C)N1C(C(N(CC1)C1CC2(C1)CCN(CC2)C(=O)OC(C)(C)C)C2=C(C=CC=C2)C(C)C)=O tert-butyl 2-(4-isopropyl-2-(2-isopropylphenyl)-3-oxopiperazin-1-yl)-7-azaspiro[3.5]nonane-7-carboxylate